[K+].COC1=CC=C(C=C1)/C=C/C(=O)[O-] (E)-3-(4-methoxyphenyl)acrylic acid Potassium salt